O1CCOC12CC=C(CC2)C=2SC(=CN2)CO (2-(1,4-dioxaspiro[4.5]dec-7-en-8-yl)thiazol-5-yl)methanol